FC=1C=C(NC2=CC=C(C(=N2)C(=O)NC2C(CC2)(C)C)C)C=C(C1)F 6-(3,5-difluoroanilino)-N-(2,2-dimethylcyclobutyl)-3-methyl-pyridine-2-carboxamide